C(C)(C)(C)NS(=O)(=O)C1=CC(=CC=C1)NC1=NC(=NC=C1C)NC1=CC=C(C=C1)N1CCNCC1 N-(tert-butyl)-3-((5-methyl-2-((4-(piperazine-1-yl)phenyl)amino)pyrimidin-4-yl)amino)benzenesulfonamide